NC[C@H](COC1=CC=C(C=C1)S(=O)(=O)C1=CC(=C(C(=C1)Cl)OC[C@@H](CCl)O)Cl)O (R)-1-amino-3-(4-((3,5-dichloro-4-((S)-3-chloro-2-hydroxypropoxy)phenyl)sulfonyl)phenoxy)propan-2-ol